CON(C(=O)C1C2CN(CC1CC2)C(=O)OC(C)(C)C)C tert-butyl 8-[methoxy(methyl)carbamoyl]-3-azabicyclo[3.2.1]octane-3-carboxylate